(S)-N-(1-amino-3-hydroxy-2-methyl-1-oxopropan-2-yl)-5-(cyclohexylmethyl)-2-methylbenzofuran-3-carboxamide NC([C@@](CO)(C)NC(=O)C1=C(OC2=C1C=C(C=C2)CC2CCCCC2)C)=O